C(C(C)C)(=O)OC(C=C)(C)CCC=C(C)C Linalool isobutyrate